N-((2-(6-((cis)-2,6-dimethylmorpholino)pyridin-2-yl)-1,6-naphthyridin-7-yl)methyl)-3,4-dimethyl-5-((4-methylpiperazin-1-yl)methyl)benzamide C[C@@H]1O[C@@H](CN(C1)C1=CC=CC(=N1)C1=NC2=CC(=NC=C2C=C1)CNC(C1=CC(=C(C(=C1)CN1CCN(CC1)C)C)C)=O)C